C(C)OC(=O)C1C(CN(CC1)C(=O)OC(C)(C)C)=O 3-oxopiperidine-1,4-dicarboxylic acid 1-tert-butyl ester 4-ethyl ester